N-[(1H-1,2,4-triazol-3-yl)thiocarbamoyl]benzamide N1N=C(N=C1)NC(=S)NC(C1=CC=CC=C1)=O